FC1=CC=C(C=C1)C(N1CC(N(CC1)C(=O)OC(C)(C)C)C(=O)O)C1=CC=C(C=C1)F 4-(Bis(4-fluorophenyl)methyl)-1-(tert-butoxycarbonyl)piperazine-2-carboxylic acid